(R)-tert-butyl (1-(5-(3-(pyridin-4-yl)phenyl)-1H-imidazo[4,5-b]pyridin-2-yl)ethyl)carbamate N1=CC=C(C=C1)C=1C=C(C=CC1)C1=CC=C2C(=N1)N=C(N2)[C@@H](C)NC(OC(C)(C)C)=O